C(=O)C1=CC=C(OCC(=O)O)C=C1 4-FORMYLPHENOXYACETIC ACID